C1C(CC12CCC2)COC(NCC=2C=C1C(N(CC1=CC2F)C2C(NC(CC2)=O)=O)=O)=O spiro[3.3]heptan-2-ylmethyl((2-(2,6-dioxopiperidin-3-yl)-6-fluoro-3-oxoisoindolin-5-yl)methyl)carbamate